COC1=CC(=NC=C1)OCC1=CC=CC=C1 4-methoxy(benzyloxypyridin)